(6-((1H-pyrazol-1-yl)methyl)-4-methoxybenzo[d]isoxazol-3-yl)-3-((3aS,6aS)-hexahydropyrrolo[3,4-c]pyrrol-2(1H)-yl)benzenesulfonamide N1(N=CC=C1)CC1=CC2=C(C(=NO2)C2=C(C=CC=C2N2C[C@@H]3CNC[C@H]3C2)S(=O)(=O)N)C(=C1)OC